FC1=CC=C(C=C1)N1N=CC2=C1C=C1CCN(C[C@]1(C2)C(=O)C2=NC=CC(=C2)C(F)(F)F)S(=O)(=O)C=2C=NN(C2)C (R)-(1-(4-fluorophenyl)-6-((1-methyl-1H-pyrazol-4-yl)sulfonyl)-4,4a,5,6,7,8-hexahydro-1H-pyrazolo[3,4-g]isoquinol-4a-yl)(4-(trifluoromethyl)pyridin-2-yl)methanone